C(#N)C=1C(=C(C=CC1)C1=CC=C(C=C1)C(=O)O)C 3'-Cyano-2'-methyl-[1,1'-biphenyl]-4-carboxylic acid